2-(2-(2-methoxyethoxy)ethoxy)ethyl 2-(6,11-dioxo-6,11-dihydro-5H-benzo[b]carbazol-2-yl)acetate O=C1C2=C(C(C=3C4=CC(=CC=C4NC13)CC(=O)OCCOCCOCCOC)=O)C=CC=C2